N-(3,4-dichlorophenyl)-N-isopropyl-4-methyl-2-(2,4,5-trifluoro-3-hydroxyphenyl)thiazole-5-carboxamide ClC=1C=C(C=CC1Cl)N(C(=O)C1=C(N=C(S1)C1=C(C(=C(C(=C1)F)F)O)F)C)C(C)C